CC1=C(C=NC(=C1)C(CC)=O)C=1C=2N(C3=C(C1)N=C(S3)NC(=O)C3CC3)N=CN2 N-(5-(4-methyl-6-propionylpyridin-3-yl)thiazolo[4,5-e][1,2,4]triazolo[1,5-a]pyridin-2-yl)cyclopropanecarboxamide